nonadecyl phosphite P(OCCCCCCCCCCCCCCCCCCC)([O-])[O-]